CN1N=NC=2C1=NC=C(C2)C2=CC=C1C(=N2)SC(=C1)[C@@H](O)C1CCOCC1 (S)-(6-(3-methyl-3H-[1,2,3]triazolo[4,5-b]pyridin-6-yl)thieno[2,3-b]pyridin-2-yl)(tetrahydro-2H-pyran-4-yl)methanol